7-bromo-6-chloro-2,3-dihydrobenzofuran-5-amine BrC1=C(C(=CC=2CCOC21)N)Cl